C(C)(C)(C)OC(CC(C1CCCC1)N1N=CC(=C1)Br)=O 3-(4-bromo-1H-pyrazol-1-yl)-3-cyclopentylpropionic acid tert-butyl ester